OCTAHYDRO-1-NAPHTHALENOL C1(CCCC2CCCC=C12)O